N1=CC(=CC=C1)C[C@@H](N)C(=O)O β-(3-pyridyl)-D-alanine